racemic-6-((2-ethylmorpholinyl)methyl)-4-(trifluoromethyl)isoindolin-1-one C(C)[C@@H]1CN(CCO1)CC1=CC(=C2CNC(C2=C1)=O)C(F)(F)F |r|